(7S)-5,8-diethyl-7-methyl-2-(((1-(3,4,5-trifluorobenzyl)-1H-pyrazol-4-yl)methyl)amino)-7,8-dihydropteridin-6(5H)-one C(C)N1C=2C=NC(=NC2N([C@H](C1=O)C)CC)NCC=1C=NN(C1)CC1=CC(=C(C(=C1)F)F)F